2-(Methylsulfanyl)-1-(2-(5-(4-vinylphenyl)-1H-imidazol-2-yl)piperidin-1-yl)propan-1-one CSC(C(=O)N1C(CCCC1)C=1NC(=CN1)C1=CC=C(C=C1)C=C)C